C(#N)C1=C(C(=C(C(=C1F)F)C1(C(=C1CC#N)CC#N)C1=C(C(=C(C(=C1F)F)C#N)F)F)F)F bis(4-cyano-2,3,5,6-tetrafluorophenyl)-1-cyclopropene-1,2-diacetonitrile